N1(CCNCC1)C1=NC=C(C=C1CC(=O)N)C(F)(F)F (2-(piperazin-1-yl)-5-(trifluoromethyl)pyridin-3-yl)acetamide